C(CC)(=O)O[C@@H]1OC[C@@H]([C@@H]([C@H]1OC(CC)=O)OC(CC)=O)OC(CC)=O (2S,3R,4S,5S)-tetrahydro-2H-pyran-2,3,4,5-tetrayl tetrapropionate